CCN(CC)CCOC1=CC=C(C=C1)[N+](=O)[O-] N,N-diethyl-2-(4-nitrophenoxy)ethanamine